FC\1=CN(C2=CC=CC=C2/C1=N/CC=1C(=NC(=NC1)SC)NC)C(=O)OC(C)(C)C tert-butyl (4Z)-3-fluoro-4-[[4-(methylamino)-2-methylsulfanyl-pyrimidin-5-yl]methylimino]quinoline-1-carboxylate